ClC1=NC=C(C(=N1)C1CCN(CC1)C(=O)C=1N=C(C2=C(N1)OC(=C2)C)NC2(CC2)C)F [4-(2-chloro-5-fluoropyrimidin-4-yl)piperidine-1-carbonyl]-6-methyl-N-(1-methylcyclopropyl)furo[2,3-d]pyrimidin-4-amine